(E)-3-(2-(4-(2-(2,5-dimethylthiazol-4-yl)acetamido)piperidin-1-yl)phenyl)-N-hydroxyacrylamide CC=1SC(=C(N1)CC(=O)NC1CCN(CC1)C1=C(C=CC=C1)/C=C/C(=O)NO)C